diethylbis(ethoxymethyl)silane (R)-tert-butyl-(1-(7-cyano-2-(1-ethyl-1H-indol-2-yl)-1-methyl-1H-benzo[d]imidazole-5-carbonyl)piperidin-3-yl)carbamate C(C)(C)(C)N(C(O)=O)[C@H]1CN(CCC1)C(=O)C1=CC2=C(N(C(=N2)C=2N(C3=CC=CC=C3C2)CC)C)C(=C1)C#N.C(C)[Si](COCC)(COCC)CC